FC1=C(C=C(C=C1)C=1C=C2C(=NC1)NC(N2CC(CC)=O)=O)C 6-(4-fluoro-3-methyl-phenyl)-1-(2-oxobutyl)-3H-imidazo[4,5-b]pyridin-2-one